3-(1-ethyl-4-fluoro-1H-benzo[d][1,2,3]triazol-5-yl)-2-methylpropanoic acid C(C)N1N=NC2=C1C=CC(=C2F)CC(C(=O)O)C